C(OC1=CC=C(C=C1)CC(=O)N)([2H])([2H])[2H] (4-(methoxy-d3)phenyl)acetamide